1,2-diamino-4-hydroxybenzene NC1=C(C=C(C=C1)O)N